FC1=CC=C(C=C1)[C@@H]1CN(CC1)C=O ((R)-3-(4-fluorophenyl)pyrrolidin-1-yl)methanone